N-(2-(((2R,3R,4R,5S,6S)-6-((7H-purin-6-yl)amino)-4,5-dihydroxy-2-(hydroxymethyl)tetrahydro-2H-pyran-3-yl)amino)-2-oxoethyl)-11-(2,5-dioxo-2,5-dihydro-1H-pyrrol-1-yl)undecanamide N1=CN=C2N=CNC2=C1N[C@@H]1[C@H]([C@@H]([C@H]([C@@H](O1)CO)NC(CNC(CCCCCCCCCCN1C(C=CC1=O)=O)=O)=O)O)O